COC1OC(CC1)OC 2,5-dimethoxy-oxolane